(E)-carvacrol C1=C(O)C(C)=CC=C1C(C)C